CC(=O)CC(C)C methyl-i-butyl ketone